(7-((5-chloro-6-methylpyridin-2-yl)oxy)-2-azaspiro[3.5]non-2-yl)((1s,3s)-3-hydroxy-3-methylcyclobutyl)methanone ClC=1C=CC(=NC1C)OC1CCC2(CN(C2)C(=O)C2CC(C2)(C)O)CC1